COC1=CC=C(C=C1)N1C(C2=CC=CC=C2CC1C1=CC=CC=C1)=O 2-(4-methoxyphenyl)-3-phenyl-3,4-dihydro-isoquinolin-1(2H)-one